(S)-1-chloro-3-(4-(2-(4-((R)-2-hydroxy-3-(4-(hydroxymethyl)-5-iodo-1H-1,2,3-triazol-1-yl)propoxy)phenyl)propan-2-yl)-2-iodophenoxy)propan-2-ol ClC[C@H](COC1=C(C=C(C=C1)C(C)(C)C1=CC=C(C=C1)OC[C@@H](CN1N=NC(=C1I)CO)O)I)O